C1(CC1)C1=NN=CO1 5-cyclopropyl-1,3,4-oxadiazole